3-(1-oxo-5-((2-oxo-3-(2-((4-(((triisopropylsilyl)oxy)methyl)benzyl)oxy)phenyl)imidazolidin-1-yl)methyl)isoindolin-2-yl)piperidine-2,6-dione O=C1N(CC2=CC(=CC=C12)CN1C(N(CC1)C1=C(C=CC=C1)OCC1=CC=C(C=C1)CO[Si](C(C)C)(C(C)C)C(C)C)=O)C1C(NC(CC1)=O)=O